3-(2-((2-chlorophenyl)(methyl)amino)quinolin-6-yl)-8-methoxy-2-thioxo-2,3-dihydro-4H-pyrido[2,3-e][1,3]oxazin-4-one ClC1=C(C=CC=C1)N(C1=NC2=CC=C(C=C2C=C1)N1C(OC2=C(C1=O)N=CC=C2OC)=S)C